[32-Methyl-20-oxo-13-oxa-8,9,10,21-tetraazahexacyclo[19.5.3.216,19.13,7.06,10.024,28]dotriaconta-1(26),3(32),4,6,8,16,18,24,27,30-decaen-2-yl]acetic acid CC=1C2=C3C=CC1C(C1=CC=C4CCN(C(C5=CC=C(CCOCCN3N=N2)C=C5)=O)CC4=C1)CC(=O)O